4-hydroxy-2-nonenal OC(C=CC=O)CCCCC